2-(4-cyclopropyl-6-methoxy-pyrimidin-5-yl)-5-methyl-pyrimidin-4-ol C1(CC1)C1=NC=NC(=C1C1=NC=C(C(=N1)O)C)OC